FC1=C(C=CC=C1)NCC1=CC=C(C(=O)NO)C=C1 4-(((2-fluorophenyl)amino)methyl)-N-hydroxybenzoamide